CS(=O)(=O)NC=1C=NC2=CC(=NC(=C2C1)OC1CCC(CC1)NC1=NC=C(C=N1)C=1CCN(CC1)C(=O)OC(C)(C)C)N1CCOCC1 tert-butyl 4-[2-[[4-[[3-(methanesulfonamido)-7-morpholino-1,6-naphthyridin-5-yl]oxy]cyclohexyl]amino]pyrimidin-5-yl]-3,6-dihydro-2H-pyridine-1-carboxylate